bromo-6-chloro-N-(methyl-d3)nicotinamide BrC1=C(C(=O)NC([2H])([2H])[2H])C=CC(=N1)Cl